CN(C1CN(CC1F)C1=CC=C(C=C1)N1C=NC(=C1)NC=1N=CC(=NC1)C#N)C 5-((1-(4-(3-(Dimethylamino)-4-fluoropyrrolidin-1-yl)phenyl)-1H-imidazol-4-yl)amino)pyrazine-2-carbonitrile